4,6-dimethyl-heptane-2-one CC(CC(C)=O)CC(C)C